zinc(II) diacetate C(C)(=O)[O-].C(C)(=O)[O-].[Zn+2]